ethyl (6bR,10aS)-2-oxo-2,3,6b,9,10,10a-hexahydro-1H-pyrido[3',4':4,5]pyrrolo[1,2,3-de]quinoxaline-8(7H)-carboxylate O=C1NC=2C=CC=C3C2N(C1)[C@@H]1[C@H]3CN(CC1)C(=O)OCC